tert-butyl (2R,6S)-2,6-dimethyl-4-[3-(2-trimethylsilylethoxymethyl)-benzotriazol-4-yl]piperazine-1-carboxylate C[C@H]1N([C@H](CN(C1)C1=CC=CC=2N=NN(C21)COCC[Si](C)(C)C)C)C(=O)OC(C)(C)C